ClC1CC(C1)(C1=NN=CN1C)C=1C=C(C=CC1)N1C(C2=CC(=CC(=C2C1)C(F)F)CNC1(CCC1)C)=O 2-(3-((1r,3r)-3-chloro-1-(4-methyl-4H-1,2,4-triazol-3-yl)cyclobutyl)phenyl)-4-(difluoromethyl)-6-(((1-methylcyclobutyl)amino)methyl)isoindolin-1-one